(3,3-difluorocyclopentyl)methanol FC1(CC(CC1)CO)F